C[C@@](N)(C(C)C)C(=O)O (R)-(+)-α-Methyl-valine